O1COC2=C1C=CC(=C2)CN2CCC(CC2)C=2N=NN(C2)C2=CC=C(C=C2)C 1-Benzo[1,3]dioxol-5-ylmethyl-4-(1-p-tolyl-1H-[1,2,3]triazol-4-yl)-piperidine